ClC=1C=C(C=CC1)C=1N=NN(C1)CC1=CC=C(C=N1)C=1OC(=NN1)C(F)F 2-(6-((4-(3-chlorophenyl)-1H-1,2,3-triazol-1-yl)methyl)pyridin-3-yl)-5-(difluoromethyl)-1,3,4-oxadiazole